C1(CC1)C1=CC(=C(C=C1)C1=NN=C(C2=CC(=CC=C12)C#N)N[C@H]1CN(CCC1)C)O (R)-1-(4-cyclopropyl-2-hydroxyl-phenyl)-4-((1-methylpiperidin-3-yl)amino)phthalazine-6-carbonitrile